2,5-Dimethoxypyrazine COC1=NC=C(N=C1)OC